6-amino-9H-purin-9-yl-N-(4-(5-fluoro-6-((E)-N'-hydroxycarbamimidoyl)pyridin-2-yl)but-3-yn-1-yl)-2,2-dimethyltetrahydrofuro[3,4-d][1,3]dioxole-4-carboxamide NC1=C2N=CN(C2=NC=N1)C12C(OC(O1)(C)C)COC2C(=O)NCCC#CC2=NC(=C(C=C2)F)\C(\N)=N/O